ClC=1C=C2CC(CC2=CC1)NC=1C=CC(=NC1)C(C(F)(F)F)N1C(C2(CCC1)CCOCC2)=O 2-(1-(5-((5-Chloro-2,3-dihydro-1H-inden-2-yl)amino)pyridin-2-yl)-2,2,2-trifluoroethyl)-9-oxa-2-azaspiro[5.5]undecan-1-one